S1C(=NC=C1)NS(=O)(=O)C=1C=C(C=CC1)NC(=O)C=1C=C(C(=O)OC)C=CC1 methyl 3-((3-(N-(thiazol-2-yl)sulfamoyl)phenyl)carbamoyl)benzoate